Cl.CN(C)CC[C@H](C(=O)O)C(F)(F)F 4-(N,N-dimethyl)amino-2-(R)-trifluoromethylbutyrate hydrochloride